(1R,4R)-4-(((2-((3-ethyl-1-methyl-1H-pyrazol-4-yl)amino)-5-fluoro-pyrimidin-4-yl)oxy)methyl)cyclohexan-1-ol C(C)C1=NN(C=C1NC1=NC=C(C(=N1)OCC1CCC(CC1)O)F)C